FC=1C=C(C=CC1O)N1N=NC(=C1)C1=NC2=CC=C(C=C2C=C1)OCCOCCNC(NC=1C=CC(=C(C(=O)O)C1)C=1C2=CC=C(C=C2OC2=CC(C=CC12)=O)O)=S 5-(3-(2-(2-((2-(1-(3-fluoro-4-hydroxyphenyl)-1H-1,2,3-triazol-4-yl)quinolin-6-yl)oxy)ethoxy)ethyl)thioureido)-2-(6-hydroxy-3-oxo-3H-xanthen-9-yl)benzoic acid